FC1=C(C(=C(C=C1)C1COC(C1)(C(F)(F)F)C)OC)C 3-(4-fluoro-2-methoxy-3-methyl-phenyl)-5-methyl-5-(trifluoromethyl)tetrahydrofuran